BrCCC(CCCCCBr)CC 1,8-dibromo-3-ethyloctane